4-{3-[dimethoxy(methyl)silyl]propyl}morpholine CO[Si](CCCN1CCOCC1)(C)OC